(3R)-tert-butyl 3-([8-carbamoyl-6-chloropyrido[3,2-d]pyrimidin-4-yl] amino)-4,4-difluoropiperidine-1-carboxylate C(N)(=O)C1=CC(=NC2=C1N=CN=C2N[C@@H]2CN(CCC2(F)F)C(=O)OC(C)(C)C)Cl